2-(5-Fluoropyridin-3-yl)-4-{[2-(5-methoxy-2-methyl-1H-indol-3-yl)ethyl]amino}-5H,6H,7H,8H-pyrido[3,4-d]pyrimidine-7-carboxylic acid tert-butyl ester C(C)(C)(C)OC(=O)N1CC=2N=C(N=C(C2CC1)NCCC1=C(NC2=CC=C(C=C12)OC)C)C=1C=NC=C(C1)F